CC(C[C@@H](C(NC(C=O)CC1C(NC2(C1)CCOCC2)=O)=O)NC(OC2(CCC2)CC2=CC(=CC=C2)Cl)=O)C 1-(3-chlorobenzyl)cyclobutyl ((2S)-4-methyl 1-oxo-1-((1-oxo-3-(2-oxo-8-oxa-1-azaspiro[4.5]decan-3-yl)propan-2-yl)amino)pentan-2-yl)carbamate